COC[C@@H](C1=CC=CC=C1)NC=1NC(/C(/N1)=C/C=1C=C2C=NC=NC2=CC1)=O (4Z)-2-[[(1R)-2-Methoxy-1-phenyl-ethyl]amino]-4-(quinazolin-6-ylmethylene)-1H-imidazol-5-one